BrC=1C=CC2=C(C3=C(N=C(N2)C2=C(C=CC=C2F)F)C(=NN3COCC[Si](C)(C)C)Cl)C1 2-[[9-bromo-3-chloro-5-(2,6-difluorophenyl)-6H-pyrazolo[4,3-d][1,3]benzodiazepin-1-yl]methoxy]ethyl-trimethyl-silane